C(C1=CC=CC=C1)OC1=C(N(N=C1C)CC)C=1O/C(/CN1)=C/I (5E)-2-(4-benzyloxy-2-ethyl-5-methyl-pyrazol-3-yl)-5-(iodomethylene)-4H-oxazole